CN(C1=CC=C(C=N1)N1CCN(CC1)C(=O)C1=C(N=C2N1C=CC=C2)C2=CC=CC=C2)C (4-(6-(dimethylamino)pyridin-3-yl)piperazin-1-yl)(2-phenylimidazo[1,2-a]pyridin-3-yl)methanone